5-[7-[(1R,2R)-2-hydroxycyclohexyl]-4-methyl-pyrrolo[2,3-c]pyridazin-3-yl]benzofuran O[C@H]1[C@@H](CCCC1)N1C=CC2=C1N=NC(=C2C)C=2C=CC1=C(C=CO1)C2